1,1-diphenyl-N-(thiophene-2-ylmethyl)methylamine C1(=CC=CC=C1)C(C1=CC=CC=C1)NCC=1SC=CC1